COC1=C(C=CC=C1)C(CC(C=O)C)(CC=C(C)C)C 4-(2-methoxyphenyl)-2,4,7-trimethyloct-6-enal